6-ethylthio-heptane-3-ene C(C)SC(CC=CCC)C